CN1C(N2C(C(=C1)C)=NC=C2C(=O)NC2=CC=C(C=C2)N2CCOCC2)=O 6,8-dimethyl-N-[4-(morpholin-4-yl)phenyl]-5-oxo-5,6-dihydroimidazo[1,2-c]pyrimidine-3-carboxamide